CC=1C=C(C=O)C=CC1C=1N(C=C(N1)C(F)(F)F)C 3-methyl-4-[1-methyl-4-(trifluoromethyl)imidazol-2-yl]benzaldehyde